Cl.Cl.C12(CC(C1)(C2)COCCCN)COCCCN 3,3'-((bicyclo[1.1.1]pentane-1,3-diylbis(methylene))bis(oxy))bis(propan-1-amine) dihydrochloride